COCCOC=1C=C(C=CC1)CCCN 3-(3-(2-methoxyethoxy)phenyl)propan-1-amine